COC(OC)[SiH2]CCC1=CC=C(C=C1)CC[SiH2]C(OC)OC 1,4-bis[2-(dimethoxymethylsilyl)ethyl]benzene